C(C)(C)C1=C(NC2=CC=C(C=C12)C1CCNCC1)C1=CC(=NC=C1)CN (4-(3-isopropyl-5-(piperidin-4-yl)-1H-indol-2-yl)pyridin-2-yl)methylamine